C(C1=CC=CC=C1)OC(=O)N1CCC2(CC(C2)C(=O)O)CC1 7-[benzyloxycarbonyl]-7-azaspiro[3.5]nonane-2-carboxylic acid